2-(dimethylamino)-2-oxo-acetic acid CN(C(C(=O)O)=O)C